CC1=NC(=CC(=C1)N1N=CC(=C1)N1C(SC=C1)C=1C=NNC1)C N-[1-(2,6-dimethylpyridin-4-yl)-1H-pyrazol-4-yl]-2-(1H-pyrazol-4-yl)-1,3-thiazole